3-cyclopropyl-5-(piperazin-1-yl)-N-(4-(pyridin-2-yl)benzyl)pyrazolo[1,5-a]pyrimidin-7-amine C1(CC1)C=1C=NN2C1N=C(C=C2NCC2=CC=C(C=C2)C2=NC=CC=C2)N2CCNCC2